[Li+].N[C@@H](C(C)C)C(=O)[O-] valine lithium salt